5-{2-[2-(5-methoxyquinoline-8-sulfonamido)phenyl]ethynyl}-N,N-dimethyl-3-(methylamino)pyridine-2-carboxamide COC1=C2C=CC=NC2=C(C=C1)S(=O)(=O)NC1=C(C=CC=C1)C#CC=1C=C(C(=NC1)C(=O)N(C)C)NC